3-methoxy-2-(trifluoromethyl)isonicotinic acid COC1=C(C(=O)O)C=CN=C1C(F)(F)F